C1(CC1)C=1C=C2C=CN(C(C2=C(C1)F)=O)C1=NC=CC(=C1CO)C1=CN(C(C(=C1)NC1=NN2C(CNCC2)=C1)=O)C 6-cyclopropyl-8-fluoro-2-(3'-(hydroxymethyl)-1-methyl-6-oxo-5-((4,5,6,7-tetrahydropyrazolo[1,5-a]pyrazin-2-yl)amino)-1,6-dihydro-[3,4'-bipyridin]-2'-yl)isoquinolin-1(2H)-one